F[C@H](CNC(=O)C=1C=NC2=CC=C(C=C2C1NC(C)C)C=1C=NNC1)C(C)(C)O (R)-N-(2-Fluoro-3-hydroxy-3-methylbutyl)-4-(isopropylamino)-6-(1H-pyrazol-4-yl)chinolin-3-carboxamid